4-(3,3-difluorocyclobutoxy)-5-(trifluoromethyl)pyrimidin-2-amine FC1(CC(C1)OC1=NC(=NC=C1C(F)(F)F)N)F